cesium tridecanoate C(CCCCCCCCCCCC)(=O)[O-].[Cs+]